CCCCCCCCCCCCCCCCCCCCCCCCCCC(=O)N[C@@H](CC[C@@H]1[C@@H]([C@H]([C@H]([C@H](O1)CO)O)O)O)[C@@H]([C@@H](CCCCCCCCCCCCCCCCC)O)O The molecule is a neoglycosphingolipid that is a synthesized C-glycosyl analogue of myelin-derived galactosylceramide (Mye-GalCer). It is a C-glycosyl compound and a neoglycosphingolipid.